1-(2-((4-methoxy-5-(quinoxalin-6-yl)-7H-pyrrolo[2,3-d]pyrimidin-2-yl)amino)-7-azaspiro[3.5]nonan-7-yl)ethan-1-one COC=1C2=C(N=C(N1)NC1CC3(C1)CCN(CC3)C(C)=O)NC=C2C=2C=C3N=CC=NC3=CC2